2,2'-Ethylidenebis(4-sec-butyl-6-tert-butylphenol) C(C)(C1=C(C(=CC(=C1)C(C)CC)C(C)(C)C)O)C1=C(C(=CC(=C1)C(C)CC)C(C)(C)C)O